6-(5-(8-fluoro-2-methylimidazo[1,2-a]pyridin-6-yl)-7H-pyrrolo[2,3-d]pyrimidin-2-yl)quinoline FC=1C=2N(C=C(C1)C1=CNC=3N=C(N=CC31)C=3C=C1C=CC=NC1=CC3)C=C(N2)C